COC([C@@H](CC)NC([C@H](CO)N)=O)=O (R)-2-((S)-2-amino-3-hydroxypropionamido)butanoic acid methyl ester